6-[5-[2-[(1-chloro-3-methoxy-6,7-dihydro-5H-cyclopenta[c]pyridin-6-yl)methylamino]ethyl]-2-oxo-1,3-oxazolidin-3-yl]-4H-pyrazino[2,3-b][1,4]oxazin-3-one ClC1=NC(=CC2=C1CC(C2)CNCCC2CN(C(O2)=O)C2=NC1=C(OCC(N1)=O)N=C2)OC